2-(propylthio)pyrimidine-4,5-diamine C(CC)SC1=NC=C(C(=N1)N)N